C(C)(C)(C)OC(N[C@H]1C2N(CC1CC2)C(=O)C2=CC1=C(C(=C(O1)B1OC(C(O1)(C)C)(C)C)C)C=C2)=O tert-Butyl-((7R)-2-(3-methyl-2-(4,4,5,5-tetramethyl-1,3,2-dioxaborolan-2-yl)benzofuran-6-carbonyl)-2-azabicyclo[2.2.1]heptan-7-yl)carbamate